5-methyl-4-(trifluoromethyl)picolinic acid CC=1C(=CC(=NC1)C(=O)O)C(F)(F)F